5-(3-(4-fluorobenzyl)-1-((2-methyl-2H-1,2,3-triazol-4-yl)sulfonyl)pyrrolidin-3-yl)-1-(4-fluorophenyl)-6-methoxy-1H-indazole FC1=CC=C(CC2(CN(CC2)S(=O)(=O)C2=NN(N=C2)C)C=2C=C3C=NN(C3=CC2OC)C2=CC=C(C=C2)F)C=C1